C(C)OC(CCC(=O)C1=NC(=CC=C1O)CC=1C=C(C=CC1)C1=CC=CC=C1)=O 4-(6-Biphenyl-3-ylmethyl-3-hydroxy-pyridin-2-yl)-4-oxo-butyric acid ethyl ester